BrC=1C=C2C=3C=C(C=CC3N(C2=C(C1)Br)C1=CC=CC=C1)C#N 6,8-dibromo-9-phenyl-9H-carbazole-3-carbonitrile